(1H-indol-3-yl)-3,3-dimethyl-2-oxo-1-((1-(thiophen-3-yl)azetidin-3-yl)methyl)indoline-6-carboxamide N1C=C(C2=CC=CC=C12)C1=C2C(C(N(C2=CC(=C1)C(=O)N)CC1CN(C1)C1=CSC=C1)=O)(C)C